COC=1C=CC(=NC1)NC=1SC=C(N1)C1=NC=CC=C1 N-(5-methoxypyridin-2-yl)-4-(pyridin-2-yl)thiazol-2-amine